N-((2S,3S)-2-hydroxypentan-3-yl)-N-methylbenzamide O[C@@H](C)[C@H](CC)N(C(C1=CC=CC=C1)=O)C